4-((1R,5S)-3,8-diazabicyclo[3.2.1]octan-3-yl)-8-fluoro-7-(4-fluoro-1H-indol-3-yl)-2-((tetrahydro-1H-pyrrolizin-7a(5H)-yl)methoxy)quinazoline [C@H]12CN(C[C@H](CC1)N2)C2=NC(=NC1=C(C(=CC=C21)C2=CNC1=CC=CC(=C21)F)F)OCC21CCCN1CCC2